COC(C1=CC=CC=C1C=1C(=NNC1)C1CCOCC1)=O 3-(tetrahydro-2H-pyran-4-yl)-1H-pyrazole-4-benzoic acid methyl ester